ClC1=C(C(=O)O)C=C(C=C1)SC 2-chloro-5-(methylthio)-benzoic acid